Methyl-n-nonyl-acetaldehyde CC(C=O)CCCCCCCCC